trimethyl-[2-[(5-nitroimidazol-1-yl)methoxy]ethyl]silane C[Si](CCOCN1C=NC=C1[N+](=O)[O-])(C)C